N[C@@H]1CN(CC[C@H]1F)C1=NC2=C(N1CC(=O)N(C(C(F)(F)F)C)C)C=C(C(=C2)F)F 2-(2-((3R,4R)-3-amino-4-fluoropiperidin-1-yl)-5,6-difluoro-1H-benzo[d]imidazol-1-yl)-N-methyl-N-(1,1,1-trifluoropropan-2-yl)acetamide